N-(5-((2-(3-azabicyclo[3.1.1]heptan-3-yl)ethyl)carbamoyl)-2-methylpyridin-3-yl)-2-bromopyrazolo[5,1-b]thiazole-7-carboxamide C12CN(CC(C1)C2)CCNC(=O)C=2C=C(C(=NC2)C)NC(=O)C=2C=NN1C2SC(=C1)Br